3-propyl-(triphenyl)phosphine CCCP(C1=CC=CC=C1)(C1=CC=CC=C1)C1=CC=CC=C1